Copper(II) 2-ethyl hexanoate C(CCCCC)(=O)OCC.[Cu+2]